3-[4-[(1S,4R,5R)-5-[[4-cyclopropyl-1-(2,6-dichlorophenyl)-1H-pyrazol-5-yl]methoxy]-3-oxo-2-azabicyclo[2.2.1]heptan-2-yl]-3-fluorophenyl]propanoic acid C1(CC1)C=1C=NN(C1CO[C@H]1[C@@H]2C(N([C@H](C1)C2)C2=C(C=C(C=C2)CCC(=O)O)F)=O)C2=C(C=CC=C2Cl)Cl